(2R,3R,4R,5S,6S)-2-((2-acetoxyacetoxyacetoxy)methyl)-6-(4-chloro-3-(4-ethoxyphenyl)phenyl)tetrahydro-2H-pyran C(C)(=O)OCC(=O)OCC(=O)OC[C@@H]1O[C@@H](CCC1)C1=CC(=C(C=C1)Cl)C1=CC=C(C=C1)OCC